FC(=O)[C@@H](O)[C@@H](O)[C@H](O)[C@H](O)CO fluoromannose